N1(CCNCC1)C1=NSC2=C1C=CC=C2 3-piperazin-1-yl-benzo[d]isothiazole